NC=1C(=NC(=CC1)Cl)C#N 3-amino-6-chloropicolinonitrile